Cl[SiH3]=O chlorosilane oxide